7-chloro-5-(2-methylazetidine-1-yl)pyridino[3,4-b]pyrazine ClC1=CC=2C(=NC=CN2)C(=N1)N1C(CC1)C